Cl.C(CCCCCCCCCCCCCCCCC)NCCCCCCCCCCCCCCCCCC distearylamine, hydrochloride